COC(=O)C1(C[C@H](C([C@@H](C1)OC(=O)/C=C/C2=CC(=C(C=C2)O)O)O)OC(=O)/C=C/C3=CC(=C(C=C3)O)O)O The molecule is a methyl ester resulting from the formal condensation of the carboxy group of 3,5-di-O-caffeoyl quinic acid with methanol. Isolated from Suaeda glauca and Dichrocephala bicolor, it exhibits hepatoprotective activity. It has a role as a metabolite and a hepatoprotective agent. It is a methyl ester, a tertiary alcohol, a member of catechols, a cinnamate ester and a secondary alcohol. It derives from a 3,5-di-O-caffeoyl quinic acid.